N-benzyl-cis-4-[(3,5-dichloro-2-pyridyl)oxy]-2'-oxo-spiro[cyclohexane-1,3'-indoline]-5'-carboxamide C(C1=CC=CC=C1)NC(=O)C=1C=C2C3(C(NC2=CC1)=O)CCC(CC3)OC3=NC=C(C=C3Cl)Cl